(p-triethylsilyl-phenyl)(p-n-butylphenyl)methylene(cyclopentadienyl)(2,7-dimethyl-9-fluorenyl)hafnium C(C)[Si](C1=CC=C(C=C1)C(=[Hf](C1C2=CC(=CC=C2C=2C=CC(=CC12)C)C)C1C=CC=C1)C1=CC=C(C=C1)CCCC)(CC)CC